5-[5-({cis-3-[4-(3,3-difluorocyclobutyl)phenyl]cyclobutyl}oxy)pyrazin-2-yl]isoxazol-3-ol FC1(CC(C1)C1=CC=C(C=C1)[C@H]1C[C@H](C1)OC=1N=CC(=NC1)C1=CC(=NO1)O)F